C(C)(=O)OC1O[C@@H]([C@H]([C@@H]([C@H]1NC(CC1CCCC1)=O)OC(C)=O)OC(C)=O)COC(C)=O (3R,4R,5S,6R)-6-(acetoxymethyl)-3-(2-cyclopentylacetamido)tetrahydro-2H-pyran-2,4,5-triyl triacetate